4-(4-Butyl-2,6-dimethoxyphenyl)-1-methylindolin-2-one C(CCC)C1=CC(=C(C(=C1)OC)C1=C2CC(N(C2=CC=C1)C)=O)OC